titanium tetra(ethylacetoacetate) C(C)CC(CC(=O)[O-])=O.C(C)CC(CC(=O)[O-])=O.C(C)CC(CC(=O)[O-])=O.C(C)CC(CC(=O)[O-])=O.[Ti+4]